ClC1=C(C=CC=C1)[C@@H]([C@H](C)C=1N(C(C(=C(N1)C(=O)NC=1C=NOC1)O)=O)C)N1N=CC=C1C 2-((1r,2s)-1-(2-chlorophenyl)-1-(5-methyl-1H-pyrazol-1-yl)propan-2-yl)-5-hydroxy-N-(isoxazol-4-yl)-1-methyl-6-oxo-1,6-dihydropyrimidine-4-carboxamide